OC[C@@H]1N(CCC1)C1=CC=CC(=N1)C1=NC2=CC(=NC=C2C=C1)CNC(C1=CC(=C(C=C1)C)S(=O)(=O)C)=O (R)-N-((2-(6-(2-(hydroxymethyl)pyrrolidin-1-yl)pyridin-2-yl)-1,6-naphthyridin-7-yl)methyl)-4-methyl-3-(methylsulfonyl)benzamide